cyclobutane-1-formamide C1(CCC1)C(=O)N